C(C)NC(=O)NC1=NC2=C(N1)C=CC(=C2)C2=C(C=CC(=C2)CC2=NNC(C1=CC(=CC=C21)F)=O)F 1-Ethyl-3-(5-(2-fluoro-5-((6-fluoro-4-oxo-3,4-dihydrophthalazin-1-yl)methyl)phenyl)-1H-benzoimidazol-2-yl)urea